O[C@@H]1C[C@H](N(C1)C(=O)[C@H](C(C)(C)C)NC(CCCCCCCCCCCCC(=O)OC(C)(C)C)=O)C(NCC1=CC=C(C=C1)C1=C(N=CS1)C)=O tert-butyl 14-[[(1S)-1-[(2S,4R)-4-hydroxy-2-[[4-(4-methylthiazol-5-yl)phenyl]methylcarbamoyl]pyrrolidine-1-carbonyl]-2,2-dimethyl-propyl]amino]-14-oxo-tetradecanoate